1-(6-n-butoxynaphthalene-2-yl)tetrahydrothiophenium trifluoromethanesulfonate FC(S(=O)(=O)[O-])(F)F.C(CCC)OC=1C=C2C=CC(=CC2=CC1)[S+]1CCCC1